C(C)(=O)C1=CN(C2=CC=C(C=C12)C=1C=NC(=NC1)C)CCN1[C@@H](C[C@H](C1)F)C(=O)NC1=C(C(=CC=C1)OC(F)(F)F)F (2S,4R)-1-(2-(3-acetyl-5-(2-methylpyrimidin-5-yl)-1H-indol-1-yl)ethyl)-4-fluoro-N-(2-fluoro-3-(trifluoromethoxy)phenyl)pyrrolidine-2-carboxamide